FC(OC1=C(C=CC(=C1F)F)[C@H]1[C@@H](O[C@]([C@@H]1C)(C(F)(F)F)C)C(=O)NC1=CC(=NC=C1)C(=O)NC)F 4-((2R,3S,4R,5R)-3-(2-(difluoromethoxy)-3,4-difluorophenyl)-4,5-dimethyl-5-(trifluoromethyl)tetrahydrofuran-2-carboxamido)-N-methylpicolinamide